methyl (E)-3-(5-(N-((4'-(dimethylamino)-[1,1'-biphenyl]-4-yl)methyl)benzamido)pyridin-3-yl)acrylate CN(C1=CC=C(C=C1)C1=CC=C(C=C1)CN(C(C1=CC=CC=C1)=O)C=1C=C(C=NC1)/C=C/C(=O)OC)C